ClC=1C=C(C=C2C=C(N=CC12)NC(=O)[C@H]1[C@@H](C1)C#N)B1OC(C(O1)(C)C)(C)C |r| (±)-trans-N-[8-chloro-6-(4,4,5,5-tetramethyl-1,3,2-dioxaborolan-2-yl)-3-isoquinolyl]-2-cyano-cyclopropanecarboxamide